1-(cyclopropylmethyl)-5-(3-isopropyl-5-(piperidin-4-yl)-1H-indol-2-yl)-3-methylpyridin-2(1H)-one C1(CC1)CN1C(C(=CC(=C1)C=1NC2=CC=C(C=C2C1C(C)C)C1CCNCC1)C)=O